4-((4-(2-Isopropylthiazol-5-yl)pyridin-2-yl)((4-(4-methoxy-3-methylphenyl) bicyclo[2.2.2]octan-1-yl) methyl)carbamoyl)(trans-cyclohexyl) 3-(hydroxymethyl)azetidine-1-carboxylate OCC1CN(C1)C(=O)O[C@@H]1CC[C@H](CC1)C(N(CC12CCC(CC1)(CC2)C2=CC(=C(C=C2)OC)C)C2=NC=CC(=C2)C2=CN=C(S2)C(C)C)=O